methyl ((3-cyanobicyclo[1.1.1]pent-1-yl) methyl) carbonate C(OC)(OCC12CC(C1)(C2)C#N)=O